NC1CCN(CC1)S(=O)(=O)C=1C=C(C=CC1)CC(CN1CCC(CC1)C1=CC=C2C(=NN(C2=C1)C)N1CNCC=C1)C 1-(6-(1-(3-(3-((4-Aminopiperidin-1-yl)sulfonyl)phenyl)-2-methylpropyl)piperidin-4-yl)-1-methyl-1H-indazol-3-yl)dihydropyrimidine